O1COC=C1C(=O)[O-] [1,3]dioxol-5-carboxylate